COC1=CC2=C(N=C(O2)O)C=C1 6-methoxy-2-benzoxazolol